tert-Butyl 4-tert-butoxy-2-{4-[5-chloro-2-(4,5-dihydro-1,2-oxazol-3-yl)phenyl]-5-methoxy-2-oxopyridin-1(2H)-yl}butanoate C(C)(C)(C)OCCC(C(=O)OC(C)(C)C)N1C(C=C(C(=C1)OC)C1=C(C=CC(=C1)Cl)C1=NOCC1)=O